CC(C)[C@@H]1[C@@H]2[C@@H]([C@H]3C[C@]([C@H](CC[C@@]([C@@H]2O3)(C)OC(=O)C)OC(=O)C)(C)O)[C@]4(CO4)[C@H]([C@H]1OC(=O)C)OC(=O)C The molecule is an eunicellin diterpenoid isolated from the soft coral Klyxum molle. It has a role as an anti-inflammatory agent and a coral metabolite. It is an acetate ester, an epoxide, a eunicellin diterpenoid, a macrocycle and an oxacycle.